(3-Bromo-4-chlorophenyl)(phenyl)methanone BrC=1C=C(C=CC1Cl)C(=O)C1=CC=CC=C1